1-(carboxymethyl)4-piperidinecarboxylic acid C(=O)(O)CN1CCC(CC1)C(=O)O